N-cetyl-ethylmorpholinium ethyl-sulfate C(C)OS(=O)(=O)[O-].C(CCCCCCCCCCCCCCC)[N+]1(CCOCC1)CC